BrC1=CC=C(C=C1)[C@@H](C)N1C(C=CC2=C1N=C(N=C2)C=2C(=NC=NC2OC)C2CC2)=O (R)-8-(1-(4-bromophenyl)ethyl)-2-(4-cyclopropyl-6-methoxypyrimidin-5-yl)pyrido[2,3-d]pyrimidin-7(8H)-one